5-amino-2-(2-aminoethyl)phenol NC=1C=CC(=C(C1)O)CCN